FC=1C=C(C=C(C1CO)C1=CC2=C(NC(=N2)C)C=C1)CC#N 2-(3-fluoro-4-(hydroxymethyl)-5-(2-methyl-1H-benzimidazol-5-yl)phenyl)acetonitrile